S1C(=CC=C1/C=C/C=1C=CC=2N(C3=CC=CC=C3C2C1)CCCCP(O)(O)=O)/C=C/C=1C=CC=2N(C3=CC=CC=C3C2C1)CCCCP(O)(O)=O ((((1E,1'E)-thiophene-2,5-diylbis(ethene-2,1-diyl))bis(9H-carbazole-3,9-diyl))bis(butane-4,1-diyl))bis(phosphonic acid)